perfluorophenyl 1-azido-3,6,9,12,15,18-hexaoxahenicosan-21-oate N(=[N+]=[N-])CCOCCOCCOCCOCCOCCOCCC(=O)OC1=C(C(=C(C(=C1F)F)F)F)F